N[C@H](C(=O)O)CCC1=CC(=C(C(=C1)Cl)Cl)OC(C)(C)C (2S)-2-amino-4-(3-tert-butoxy-4,5-dichloro-phenyl)butanoic acid